2-((1-(6-(4-fluorophenyl)-2,5-dimethylquinolin-4-yl)ethyl)amino)benzoic acid FC1=CC=C(C=C1)C=1C(=C2C(=CC(=NC2=CC1)C)C(C)NC1=C(C(=O)O)C=CC=C1)C